(4R)-4-(3-Methoxy-2-methyl-phenyl)-1,4,5,6-tetrahydropyrrolo[3,4-c]pyrazole hydrochloride Cl.COC=1C(=C(C=CC1)[C@H]1NCC=2NN=CC21)C